[Sn](I)(I)(I)I.C(CCC)N N-butylamine tin iodide salt